FC(C1=CC(=C(C(=N1)SCC1=C(C=CC(=C1)\C=C\C(=O)C1=C(C=C(C=C1)O)O)OC)C#N)C1=CC=CC=C1)F 6-(Difluoromethyl)-2-[[5-[(E)-3-(2,4-dihydroxyphenyl)-3-oxoprop-1-enyl]-2-methoxyphenyl]methylsulfanyl]-4-phenylpyridine-3-carbonitrile